BrC=1C=CC(=C(C#N)C1)N1C[C@H](CC1)NC1=NC=C(C=C1)C(F)(F)F (S)-5-bromo-2-(3-(5-(trifluoromethyl)pyridin-2-ylamino)pyrrolidin-1-yl)benzonitrile